BrC=1N(C(=C(N1)C1=NC2=C(C=NC(=C2)C(F)(F)F)N1C)S(=O)(=O)CC)C 2-[2-bromo-5-(ethylsulfonyl)-1-methyl-1H-imidazol-4-yl]-3-methyl-6-(trifluoromethyl)-3H-imidazo[4,5-c]pyridine